C(C(O)C)(=O)C1=C(C=O)C=CC(=C1)O lactoyl-p-hydroxybenzaldehyde